OC=1C=C(C=C2C(=NNC(C12)=O)C(C)C)C(F)(F)F 8-hydroxy-4-isopropyl-1-oxo-6-(trifluoromethyl)phthalazin